C1(CCCCC1)C=1C=CC=C(C1C(=O)[O-])C(=O)[O-] cyclohexane-phthalate